1-bromo-3-chloro-4-(methylthio)benzene BrC1=CC(=C(C=C1)SC)Cl